tert-butyl 4-[6-[4-[(tert-butoxycarbonylamino)methyl]-1-piperidyl]-3-chloro-2-quinolyl]piperazine-1-carboxylate C(C)(C)(C)OC(=O)NCC1CCN(CC1)C=1C=C2C=C(C(=NC2=CC1)N1CCN(CC1)C(=O)OC(C)(C)C)Cl